2-(2-((3R,4R)-3-amino-4-methoxypiperidin-1-yl)-6-fluoro-1H-benzo[d]imidazol-1-yl)-N-methyl-N-(2,2,2-trifluoroethyl)acetamide N[C@@H]1CN(CC[C@H]1OC)C1=NC2=C(N1CC(=O)N(CC(F)(F)F)C)C=C(C=C2)F